FC(C(CC(=O)NC(C(=O)O)CCN(CCCCC1=NC=2NCCCC2C=C1)CC(CF)OC)(C)C)F 2-[(4,4-difluoro-3,3-dimethyl-butanoyl)amino]-4-[[3-fluoro-2-methoxy-propyl]-[4-(5,6,7,8-tetrahydro-1,8-naphthyridin-2-yl)butyl]amino]butanoic acid